cyanoethyl-amine C(#N)CCN